C(C)(=O)C=1C(OC2=C(C1N1CCOCC1)C=CC(=C2)NC2=NC=CC(=N2)C2=C(C=CC=C2)C(F)(F)F)=O 3-acetyl-7-{[4-(2-trifluoromethylphenyl)pyrimidin-2-yl]amino}-4-morpholinyl-2H-benzopyran-2-one